C(C)OC(=O)C=1N(C=C2C1CCCCC2=O)C.CC=2C=C(C=C(C2O)C)C(C(C2=CC(=C(C(=C2)C)O)C)C2=CC(=C(C(=C2)C)O)C)C2=CC(=C(C(=C2)C)O)C 1,1,2,2-tetrakis(3,5-dimethyl-4-hydroxyphenyl)ethane ethyl-2-methyl-4-oxo-2,4,5,6,7,8-hexahydrocyclohepta[c]pyrrole-1-carboxylate